p-n-butyltoluene C(CCC)C1=CC=C(C)C=C1